2,2'-((1-methylethylidene)bis(4,1-phenyleneoxymethylene))bisoxirane CC(C)(C1=CC=C(C=C1)OCC1OC1)C1=CC=C(C=C1)OCC1OC1